N-(1-methyl-3-(pyridin-2-yl)-1H-pyrazol-4-yl)-[2,3'-bipyridine]-6-carboxamide CN1N=C(C(=C1)NC(=O)C1=CC=CC(=N1)C=1C=NC=CC1)C1=NC=CC=C1